CN(CCCN(CC(=O)[C@H]1CC[C@]2(C3=CC([C@@H]4C[C@H]([C@H](C[C@@]4(C3CC[C@]12C)C)O)O)=O)O)C)C (2S,3R,5R,10R,13R,14S,17S)-17-[2-(3-dimethylaminopropyl-(methyl)amino)acetyl]-2,3,14-trihydroxy-10,13-dimethyl-2,3,4,5,9,11,12,15,16,17-decahydro-1H-cyclopenta[a]phenanthren-6-one